C(=O)O.FC1(C2(CNC2)CCNC1)F 5,5-difluoro-2,7-diazaspiro[3.5]nonane formate